3-(((5-chlorothiophen-2-yl)methyl)amino)-4-(methyl(4-(5-(trifluoromethyl)-1,2,4-oxadiazol-3-yl)benzyl)amino)cyclobut-3-ene-1,2-dione ClC1=CC=C(S1)CNC=1C(C(C1N(CC1=CC=C(C=C1)C1=NOC(=N1)C(F)(F)F)C)=O)=O